N-(3-methoxybenzyl)-4-methyloxazol-2-amine COC=1C=C(CNC=2OC=C(N2)C)C=CC1